N-(4-(naphthalene-2-yl)phenyl)-N-(5'-phenyl[1,1':2',1''-terphenyl]-4-yl)phenanthrene-9-amine C1=C(C=CC2=CC=CC=C12)C1=CC=C(C=C1)N(C=1C2=CC=CC=C2C=2C=CC=CC2C1)C1=CC=C(C=C1)C=1C(=CC=C(C1)C1=CC=CC=C1)C1=CC=CC=C1